OC1=C(C=C(C=C1)OC)C(C)=O 2'-hydroxy-5'-methoxyacetophenone